N[C@@H]1C2=CC=CC=C2CC12CCN(CC2)C2=NC(=C(C(=N2)C(=O)O)C2=C(C(=CC=C2)Cl)Cl)C 2-((S)-1-amino-1,3-dihydrospiro[indene-2,4'-piperidine]-1'-yl)-5-(2,3-dichlorophenyl)-6-methylpyrimidine-4-carboxylic acid